[(1R,3S)-3-[[[4-methoxy-3-(trifluoromethyl)-2-pyridyl] amino] carbamoyl] cyclohexyl] carbamate C(N)(O[C@H]1C[C@H](CCC1)C(NNC1=NC=CC(=C1C(F)(F)F)OC)=O)=O